(3R)-3-(3,4-difluorophenyl)-3-hydroxy-propionic acid methyl ester COC(C[C@@H](O)C1=CC(=C(C=C1)F)F)=O